FC1=CC=C2C(=CNC2=C1)C(=O)C=1SC=C(N1)[C@@H](CC)O (R)-(6-Fluoro-1H-indol-3-yl)(4-(1-hydroxypropyl)thiazol-2-yl)methanone